3,4-dichlorobenzoat ClC=1C=C(C(=O)[O-])C=CC1Cl